2-methoxy-6-methylaniline COC1=C(N)C(=CC=C1)C